CCCCCCCCCCCCCCCC/C=C\OC[C@H](COP(=O)([O-])OCC[N+](C)(C)C)OC(=O)CCCCCCCCCCC/C=C\C/C=C\CCCCC 1-(1Z-octadecenyl)-2-(13Z,16Z-docosadienoyl)-glycero-3-phosphocholine